(e)-3-(3-Hydroxyphenyl)-1-(2-methoxy-4,6-bis(meth-oxymethoxy)phenyl)prop-2-en-1-one OC=1C=C(C=CC1)/C=C/C(=O)C1=C(C=C(C=C1OCOC)OCOC)OC